C(C)N1C(N(C(C=2N(C(=NC12)SC)C)=O)C)=O 3-ethyl-1,7-dimethyl-8-(methylthio)-1H-purine-2,6(3H,7H)-dione